(4S)-N-Methyl-N-[rac-(1S)-1-(4-methoxyphenyl)ethyl]-3,4-dihydro-2H-pyrano[3,2-b]pyridin-4-amine CN([C@H]1CCOC=2C1=NC=CC2)[C@@H](C)C2=CC=C(C=C2)OC |&1:12|